(2R,5S)-5-(4-bromobenzyl)-4-(4-(1,5-dimethyl-1H-pyrazol-3-yl)cyclohexyl)morpholine-2-carboxylic acid hydrochloride Cl.BrC1=CC=C(C[C@H]2CO[C@H](CN2C2CCC(CC2)C2=NN(C(=C2)C)C)C(=O)O)C=C1